ClC=1C=C(C=C(C1)F)NC1=NC=C(C(=N1)NC1=CC=C2CCNCC2=C1)C=1C=NN(C1)C(C)O (4-(2-(3-chloro-5-fluorophenylamino)-4-(1,2,3,4-tetrahydroisoquinolin-7-ylamino)pyrimidin-5-yl)-1H-pyrazol-1-yl)ethan-1-ol